lithium 4-phenyl-1,5,6,7-tetrahydro-s-indacene-1-ide C1(=CC=CC=C1)C1=C2C=C[CH-]C2=CC=2CCCC12.[Li+]